FC1=NC(=C(C(=C1F)N1CCN(CC1)C(C)=O)F)F 1-[4-(2,3,5,6-tetrafluoropyridin-4-yl)piperazin-1-yl]ethan-1-one